N-(methyl-d3)-4-((5-methyl-4,5-dihydro-2H-pyrazolo[4,3-c]quinolin-6-yl)amino)pyridazine-3-carboxamide C(NC(=O)C=1N=NC=CC1NC1=CC=CC=2C=3C(CN(C12)C)=CNN3)([2H])([2H])[2H]